N-succinyl-L-ornithine C(CCC(=O)O)(=O)N[C@@H](CCCN)C(=O)O